2-(aminoethylamino)ethanesulfonic acid NCCNCCS(=O)(=O)O